NC1=C(C2=C(S1)C(C(CC2)(CC2CC2)CC(=O)N)=O)C(=O)N 2-Amino-6-(2-amino-2-oxoethyl)-6-(cyclopropylmethyl)-7-oxo-4,5,6,7-tetrahydrobenzo[b]thiophene-3-carboxamide